(2,4,6-trimethylbenzoyl) phenylphosphonite C1(=CC=CC=C1)P(OC(C1=C(C=C(C=C1C)C)C)=O)[O-]